OCC=1C=NC=2CN(CCC2C1)C(=O)OC(C)(C)C Tert-Butyl 3-(hydroxymethyl)-5,8-dihydro-1,7-naphthyridine-7(6H)-carboxylate